6-(bromomethyl)-1-methyl-1H-Indazole BrCC1=CC=C2C=NN(C2=C1)C